BrC1=C(C=C(C=C1F)C1OCC(CO1)CC)F 2-(4-bromo-3,5-difluorophenyl)-5-ethyl-1,3-dioxane